3-{[tert-Butyl(dimethyl)silyl]oxy}-1-(2-fluorophenyl)-1H-pyrazol [Si](C)(C)(C(C)(C)C)OC1=NN(C=C1)C1=C(C=CC=C1)F